C[C@H]1CC[C@@H](N(C1)C(C(=O)NC=1C2=C(C=NC1)C=NN2)=O)C=2C=CC1=CN(N=C1C2)[C@@H]2CN(CC2)C 2-((2R,5S)-5-methyl-2-(2-((S)-1-methylpyrrolidin-3-yl)-2H-indazol-6-yl)piperidin-1-yl)-2-oxo-N-(1H-pyrazolo[4,3-c]pyridin-7-yl)acetamide